2,2'-p-Phenylenebis(6-aminobenzoxazole) C1(=CC=C(C=C1)C=1OC2=C(N1)C=CC(=C2)N)C=2OC1=C(N2)C=CC(=C1)N